1,9-bis(acryloyloxy)nonane tridecyl-3-((4-((3-(dimethylamino)propyl)amino)-3-(2-hexyldecanamido)-4-oxobutyl)thio)propanoate C(CCCCCCCCCCCC)OC(CCSCCC(C(=O)NCCCN(C)C)NC(C(CCCCCCCC)CCCCCC)=O)=O.C(C=C)(=O)OCCCCCCCCCOC(C=C)=O